[Si](C1=CC=CC=C1)(C1=CC=CC=C1)(C(C)(C)C)OC[C@@H]1CO[C@@H](CN1C(=O)OC(C)(C)C)C(NC(C)(C)C1=C(C=C(C=C1)F)F)=O tert-butyl (2S,5S)-5-(((tert-butyldiphenylsilyl)oxy)methyl)-2-((2-(2,4-difluoro-phenyl)propan-2-yl)carbamoyl)morpholine-4-carboxylate